C(=O)OC1=C(C=CC(=C1)C(F)(F)F)C1=C2C(=C(N=N1)NC[C@H]1N(CCC1)CC)C=NC=C2 2-[4-({[(2S)-1-ethylpyrrolidin-2-yl]methyl}amino)pyrido[3,4-d]pyridazin-1-yl]-5-(trifluoromethyl)phenol formate